3-fluoro-4-(2-(3-(2-methyl-1H-imidazol-1-yl)phenoxy)propoxy)benzonitrile FC=1C=C(C#N)C=CC1OCC(C)OC1=CC(=CC=C1)N1C(=NC=C1)C